N-((S)-4-((3-chloro-4-fluorophenyl)carbamoyl)-7-fluoro-2,3-dihydro-1H-inden-1-yl)carbamate hydrochloride Cl.ClC=1C=C(C=CC1F)NC(=O)C1=C2CC[C@@H](C2=C(C=C1)F)NC(O)=O